6-Methyl-3-heptanone CC(CCC(CC)=O)C